C1(=CC=C(C=C1)C1=CC(=CC=2C3=CC=CC=C3NC12)C=1C=CC=2NC3=CC=CC=C3C2C1)C1=CC=CC=C1 (1,1'-biphenyl-4-yl)-3,3'-bi-9H-carbazole